C(CC)C=1C=C(C=CC1O)C(CCCCCCCCCCC)C1=CC(=C(C=C1)O)CCC 1,1-bis(3-propyl-4-hydroxyphenyl)dodecane